C(C=C)(=O)O.C(CCCCCCCC)C(COCCOCCOCCO)(OC1=CC=CC=C1)O Nonylphenoxytetraethylene glycol acrylate